2-(4,4-difluoroazepan-1-yl)-6-ethylnicotinate FC1(CCN(CCC1)C1=C(C(=O)[O-])C=CC(=N1)CC)F